2-(2-((5-bromobenzo[1,2-b:3,4-b']Difuran-3-yl)methoxy)-4-methoxyphenyl)acetic acid ethyl ester C(C)OC(CC1=C(C=C(C=C1)OC)OCC=1C2=C(OC1)C1=C(OC=C1)C(=C2)Br)=O